C[C@H]1CC[C@@H](N(C1)C(C(=O)NC1=CC=2N(C=C1)C(=CN2)C)=O)C=2C=CC1=C(N=C(S1)CCN1CCCC1)C2 2-((2R,5S)-5-methyl-2-(2-(2-(pyrrolidin-1-yl)ethyl)benzo[d]thiazol-5-yl)piperidin-1-yl)-N-(3-methylimidazo[1,2-a]pyridin-7-yl)-2-oxoacetamide